N-(5-(3-(trifluoromethyl)phenyl)-1,3,4-oxadiazol-2-yl)benzamide FC(C=1C=C(C=CC1)C1=NN=C(O1)NC(C1=CC=CC=C1)=O)(F)F